sodium helium (S)-7-((5-(4-hydroxypiperidin-1-yl)pyridin-2-yl)amino)-4-(imidazo[1,2-a]pyridin-3-yl)-3-methylisoindolin-1-one OC1CCN(CC1)C=1C=CC(=NC1)NC=1C=CC(=C2[C@@H](NC(C12)=O)C)C1=CN=C2N1C=CC=C2.[He].[Na]